ClC1=C(C=NC(=C1)NC1=NC(=NC(=C1)C)C)CCC 1-(4-chloro-6-((2,6-dimethylpyrimidin-4-yl)amino)pyridin-3-yl)propan